methyl 4-amino-1-(2H-indazol-7-yl)-2-oxo-7-(trifluoromethyl)-1,2-dihydroquinoline-3-carboxylate NC1=C(C(N(C2=CC(=CC=C12)C(F)(F)F)C1=CC=CC2=CNN=C12)=O)C(=O)OC